N-(4-methylphenyl)-1,3-selenazol-5-carboxamide CC1=CC=C(C=C1)NC(=O)C1=CN=C[Se]1